C(C)(C)(C)OC(=O)N(CCC(=O)NCCCNC=1C=C(C(=O)OC)C=CC1B1OC(C(O1)(C)C)(C)C)CC1=CC(=C(C=C1)C1=CC=CC=C1)Cl Methyl 3-((3-(3-((tert-butoxycarbonyl)((2-chloro-[1,1'-biphenyl]-4-yl)methyl)amino)propanamido)propyl)amino)-4-(4,4,5,5-tetramethyl-1,3,2-dioxaborolan-2-yl)benzoate